rel-N-(8'-(azetidin-1-yl)-4'H-spiro[cyclopropane-1,5'-naphtho[2,1-d]isoxazol]-3'-yl)-2,6-dimethoxy-4-((1R,7S)-6-methyl-2,6-diazabicyclo[5.1.0]octane-2-carbonyl)benzenesulfonamide N1(CCC1)C1=CC=C2C3(CC=4C(=NOC4C2=C1)NS(=O)(=O)C1=C(C=C(C=C1OC)C(=O)N1[C@@H]2C[C@@H]2N(CCC1)C)OC)CC3 |o1:32,34|